P(=O)(OCC1=C(C=C(C=C1)N)C#CCN)(OC1=CC=CC=C1)OC1=CC=CC=C1 4-amino-2-(3-aminoprop-1-yn-1-yl)benzyl diphenyl phosphate